[1,3]dioxazolo[4,5-c]pyrrolidine O1NOC2=C1CNC2